3,3-dibutyl-5-(4-fluorophenyl)-7-methoxy-1,1-dioxido-2,3,4,5-tetrahydro-1,5-benzothiazepin-8-yl trifluoromethanesulfonate FC(S(=O)(=O)OC1=CC2=C(N(CC(CS2(=O)=O)(CCCC)CCCC)C2=CC=C(C=C2)F)C=C1OC)(F)F